C(CCCCCCCCC)(N)N Decandiamin